OCC1N(CCCC1)CC1=NC=C(N=C1)CNC1=CC(=CC(=C1)N1CCOCC1)C 2-(hydroxymethyl)-1-{[5-({[3-methyl-5-(morpholin-4-yl)phenyl]amino}methyl)pyrazin-2-yl]methyl}piperidine